ClC=1C(=NN(C1C1=CC=C(C=C1)C)C1=CC=CC=C1)OCC(=O)OCC ethyl {[4-chloro-5-(4-methylphenyl)-1-phenyl-1H-pyrazol-3-yl]oxy}acetate